2'-O-Methylcytidine-5'-Triphosphate P(O)(=O)(OP(=O)(O)OP(=O)(O)O)OC[C@@H]1[C@H]([C@H]([C@@H](O1)N1C(=O)N=C(N)C=C1)OC)O